Trimethoxy[3-(phenyl-amino)propyl]silan CO[Si](CCCNC1=CC=CC=C1)(OC)OC